C(C)N(C(OC1=C(C=CC=C1)Cl)=O)C1=C(N=NN1C)C1=NC=C(C=C1F)NS(=O)(=O)C (R)-1-(2-chlorophenyl) ethyl(4-(3-fluoro-5-(methylsulfonamido) pyridin-2-yl)-1-methyl-1H-1,2,3-triazol-5-yl)carbamate